FC1(CC(CC1)CN1N=C(C(=C1)C)C(F)(F)F)F 1-((3,3-difluorocyclopentyl)methyl)-4-methyl-3-(trifluoromethyl)-1H-pyrazole